7-((5-(7-oxa-4-azaspiro[2.5]octan-4-yl)pyridin-2-yl)amino)-4-(7-fluoroimidazo[1,2-a]pyridin-3-yl)isoindolin-1-one C1CC12N(CCOC2)C=2C=CC(=NC2)NC=2C=CC(=C1CNC(C21)=O)C2=CN=C1N2C=CC(=C1)F